O=C1NC(CCC1N1C(C2=CC=CC(=C2C1)SCCNC(OC(C)(C)C)=O)=O)=O tert-Butyl (2-((2-(2,6-dioxopiperidin-3-yl)-1-oxoisoindolin-4-yl)thio)ethyl)carbamate